(2S)-2-[4-chloro-2-(4-butoxy-4,5-dihydroisoxazol-3-yl)phenoxy]-3-cyclopropylpropionic acid methyl ester COC([C@H](CC1CC1)OC1=C(C=C(C=C1)Cl)C1=NOCC1OCCCC)=O